OC1=CC=C(C=C1)C(C)(C1=CC=C(C=C1)O)C1=CC=C(C=C1)C(C1=CC=C(C=C1)O)(C)C α,α-bis(4-hydroxyphenyl)-4-(4-hydroxy-α,alpha-dimethylbenzyl)-ethylbenzene